OCCS(=O)(=O)NC1=CC(=C(C(=O)NC=2C(N(C=CC2)[C@@H](C)C(C(F)F)(F)F)=O)C=C1)N1CCC2(CC2)CC1 (S)-4-((2-hydroxyethyl)sulfonamido)-N-(2-oxo-1-(3,3,4,4-tetrafluorobutan-2-yl)-1,2-dihydropyridin-3-yl)-2-(6-azaspiro[2.5]octan-6-yl)benzamide